NC1=C(C(=CC(=C1)C1CC1)CN1C[C@H](N[C@H](C1)C)C)O 2-amino-4-cyclopropyl-6-(((3R,5S)-3,5-dimethylpiperazine-1-yl)methyl)phenol